aluminum bisstearate C(CCCCCCCCCCCCCCCCC)(=O)[O-].C(CCCCCCCCCCCCCCCCC)(=O)[O-].[Al+2]